C(#N)C1=C[C@@](CC(C1=O)(C)C)(C)N(C(=O)C1C(C1)C1=CC=C(C=C1)F)C N-[(1S)-3-cyano-1,5,5-trimethyl-4-oxocyclohex-2-en-1-yl]-2-(4-fluorophenyl)-N-methylcyclopropane-1-carboxamide